Cl.CC=1C=C2C(=CC=NC2=CC1)N[C@H]1CNCC1 (R)-6-methyl-N-(pyrrolidin-3-yl)quinolin-4-amine hydrochloride